C(N)(=O)C1=NN(C2=CC=C(C=C12)C1=CC=C(C=C1)N1CCOCC1)CC(=O)O 2-(3-Carbamoyl-5-(4-morpholinophenyl)-1H-indazol-1-yl)acetic acid